6-bromo-N-[5-(difluoromethoxy)-4,6-dimethoxy-pyrimidin-2-yl]thieno[2,3-b]pyridine-3-sulfonamide BrC1=CC=C2C(=N1)SC=C2S(=O)(=O)NC2=NC(=C(C(=N2)OC)OC(F)F)OC